1-(tert-Butyl)-3-(4-(phenylthio)phenyl)-5-methyl-pyrazol-4-ol C(C)(C)(C)N1N=C(C(=C1C)O)C1=CC=C(C=C1)SC1=CC=CC=C1